FC1([C@H](CN(CC1)[C@H](C(=O)NC1=NC=C(C=C1)CC1=CC=NC=C1)C)C1=CNC(C=C1)=O)F (S)-2-((S)-4,4-difluoro-3-(6-oxo-1,6-dihydropyridin-3-yl)piperidin-1-yl)-N-(5-(pyridin-4-ylmethyl)pyridin-2-yl)propanamide